NC=1N=NC(=CC1O[C@H]1CN(C[C@@H](C1)C1=CC=CC=C1)C(=O)OC(C)(C)C)Cl |r| rac-tert-butyl (3R,5S)-3-((3-amino-6-chloropyridazin-4-yl)oxy)-5-phenylpiperidine-1-carboxylate